ClC1=NC=C(C(=N1)N[C@@H]1[C@H]([C@@H]2CC[C@H]1O2)C(=O)OCC)I ethyl (1S,2R,3R,4R)-3-((2-chloro-5-iodopyrimidin-4-yl) amino)-7-oxabicyclo[2.2.1]heptane-2-carboxylate